N1=CN(CC=C1)C#N 4H-pyrimidine-3-carbonitrile